(R)-2-(bis(4-methoxybenzyl)amino)-4-((1-hydroxypentan-2-yl)amino)pyrido[4,3-d]pyrimidin-5(6H)-one COC1=CC=C(CN(C=2N=C(C3=C(N2)C=CNC3=O)N[C@@H](CO)CCC)CC3=CC=C(C=C3)OC)C=C1